methylene-d-6-((5-(tert-butyl)-1H-imidazol-4-yl)methylene-d)piperazine-2,5-dione C([2H])=C1C(NC(C(N1)=O)=C([2H])C=1N=CNC1C(C)(C)C)=O